C[C@@]1(CN(CC1)C(C=C)=O)C=CC1=CC=C(C=C1)C(F)(F)F 1-[(3S)-3-methyl-3-{2-[4-(trifluoromethyl)phenyl]vinyl}pyrrolidin-1-yl]prop-2-en-1-one